tert-butyl 9-(4-amino-2-fluoro-7-methyl-5-(pyrimidin-2-yl)-7H-pyrrolo[2,3-d]pyrimidin-6-yl)-3-azaspiro[5.5]undec-8-ene-3-carboxylate NC=1C2=C(N=C(N1)F)N(C(=C2C2=NC=CC=N2)C2=CCC1(CCN(CC1)C(=O)OC(C)(C)C)CC2)C